4-chloro-N-(1H-indol-6-yl)-7-(trifluoromethoxy)quinolin-2-amine ClC1=CC(=NC2=CC(=CC=C12)OC(F)(F)F)NC1=CC=C2C=CNC2=C1